2-({2-[(2-methoxyethoxy)methyl]-6-methylpyridin-3-yl}carbonyl)cyclohexane COCCOCC1=NC(=CC=C1C(=O)C1CCCCC1)C